C1CN(C[C@@H]2N1C1=C(OC2)N=C(C=C1)C(=O)OC)C(=O)OC(C)(C)C (S)-3-tert-butyl 8-methyl 1,2,4a,5-tetrahydropyrazino[1,2-d]pyrido[2,3-b][1,4]oxazine-3,8(4H)-dicarboxylate